C1(=CC=CC=C1)N1C(=NN=C1C1=CC=CC=C1)C1=CC=C(C=C1)C1=CC=C2C=3C=CC(=CC3C(C2=C1)(CCC)CCC)C1=CC=2N(C3=CC=CC=C3C2C=C1)C1=CC=CC=C1 2-(7-(4-(4,5-diphenyl-4H-1,2,4-triazol-3-yl)phenyl)-9,9-dipropyl-9H-fluoren-2-yl)-9-Phenyl-9H-carbazole